8-((3-fluorobenzyl)thio)-1,3,7-trimethyl-1H-purine-2,6(3H,7H)-dione FC=1C=C(CSC2=NC=3N(C(N(C(C3N2C)=O)C)=O)C)C=CC1